N1=C(C=CC=C1)N1[C@H]2CN([C@@H](C1)C2)C(=O)OC(C)(C)C (1R,4R)-tert-butyl 5-(pyridin-2-yl)-2,5-diazabicyclo[2.2.1]heptane-2-carboxylate